(+/-)-1-(5-Isoquinolinesulfonyl)-2-methyl-piperazine dihydrochloride Cl.Cl.C1=NC=CC=2C(=CC=CC12)S(=O)(=O)N1[C@@H](CNCC1)C |r|